ethyl 5-(2-chlorobenzyl)-4-oxo-3-(2-triisopropylsilyloxyethyl)-4,5,6,7-tetrahydropyrazolo[1,5-a]pyrazine-2-carboxylate ClC1=C(CN2C(C=3N(CC2)N=C(C3CCO[Si](C(C)C)(C(C)C)C(C)C)C(=O)OCC)=O)C=CC=C1